OC1=CC2=C(SC(=C2)C(=O)OCC)C=C1OC ethyl 5-hydroxy-6-methoxybenzo[b]thiophene-2-carboxylate